5-ethynyl-1-methylpyrazole C(#C)C1=CC=NN1C